7-Methoxy-5-azaspiro[2.5]oct-7-ene-5-carboxylic acid tert-butyl ester C(C)(C)(C)OC(=O)N1CC2(CC2)C=C(C1)OC